2-amino-4-(methoxymethyl)phenol NC1=C(C=CC(=C1)COC)O